OC1=NN2C(C=CC=C2)=C1C(=O)NC1=C(C(=C(C(=C1F)F)C=1SC=CC1)F)F 2-Hydroxy-N-(2,3,5,6-tetrafluoro-4-(thiophen-2-yl)phenyl)pyrazolo[1,5-a]pyridine-3-carboxamide